C1(=CC=C(C=C1)C1=NNC(=N1)SCC)C1=NNC(=N1)SCC 3,3'-(1,4-phenylene)bis(5-ethylthio-1H-1,2,4-triazole)